ClC=1N=C(C=2NC(=NC=3C(=NN(C3C2C1)COCC[Si](C)(C)C)C)C1=C(C=CC=C1F)F)C(F)F 2-[[13-chloro-11-(difluoromethyl)-8-(2,6-difluorophenyl)-5-methyl-3,4,7,9,12-pentazatricyclo[8.4.0.02,6]tetradeca-1(10),2(6),4,7,11,13-hexaen-3-yl]methoxy]ethyl-trimethyl-silane